C(#N)C=1C=C(OC=2C=CC(=C3C(C(CC23)F)=O)S(=O)(C)=NC#N)C=C(C1)F [[7-(3-cyano-5-fluoro-phenoxy)-2-fluoro-3-oxo-indan-4-yl]-methyl-oxo-λ6-sulfanylidene]cyanamide